1,3-diazaspiro[4.4]Non-1-en-4-one N1=CNC(C12CCCC2)=O